3-((6-(3-Bromo-1H-pyrazol-4-yl)-1-oxo-2,7-naphthyridin-2(1H)-yl)methyl)-5-fluoro-N-isopropylbenzamide BrC1=NNC=C1C=1C=C2C=CN(C(C2=CN1)=O)CC=1C=C(C(=O)NC(C)C)C=C(C1)F